tert-butyl N-[(1S)-2-hydroxy-1-methyl-2-(3-pyridyl)ethyl]carbamate OC([C@H](C)NC(OC(C)(C)C)=O)C=1C=NC=CC1